C(C=C)(=O)N1C[C@@H](N(C[C@H]1C)C1=NC(N2C3=C(C(=C(C=C13)Cl)C1=C(C=CC=C1O)F)OC[C@H]2CN2CCOCC2)=O)C (3R,10S)-7-((2S,5R)-4-acryloyl-2,5-dimethyl-piperazin-1-yl)-9-chloro-10-(2-fluoro-6-hydroxyphenyl)-3-(morpholinomethyl)-2,3-dihydro-5H-[1,4]-oxazino[2,3,4-ij]-quinazolin-5-one